copper dimethanolate C[O-].C[O-].[Cu+2]